tert-butyl (2S,4s)-2-(hydroxymethyl)-4-methoxypyrrolidine-1-carboxylate OC[C@H]1N(C[C@H](C1)OC)C(=O)OC(C)(C)C